(3-(4-bromophenyl)cyclobutyl)methanol BrC1=CC=C(C=C1)C1CC(C1)CO